BrC=1C=C2C(=NC=NC2=C(C1)I)Cl 6-bromo-4-chloro-8-iodoquinazoline